FC=1C=C2N(CCN(C2=CC1)CCCN1CCCCC1)C1=CC=CC=C1 1-(6-fluoro-4-phenyl-3,4-dihydroquinoxalin-1(2H)-yl)-3-(piperidin-1-yl)propan